C(#N)C1=C2C(=NC=C1C1=CC=3N(C=C1)N=C(C3)NC(=O)[C@H]3[C@H](C3)F)NC=C2 (1S,2S)-N-(5-(4-cyano-1H-pyrrolo[2,3-b]pyridin-5-yl)pyrazolo[1,5-a]pyridin-2-yl)-2-fluorocyclopropane-1-carboxamide